N,N-dimethyl-6,7,8,9-tetrahydro-5H-pyrazino[2,3-d]azepin-2-amine CN(C=1C=NC2=C(CCNCC2)N1)C